COC1=CC=C(C=C1)C1=CN=C2N1N=C(C=C2)NCCC 3-(4-methoxyphenyl)-N-propyl-imidazo[1,2-b]pyridazin-6-amine